tert-butyl 2-[1-[4-[(2,6-dioxo-3-piperidyl)amino]-2,6-difluoro-phenyl]-4-hydroxy-4-piperidyl]acetate O=C1NC(CCC1NC1=CC(=C(C(=C1)F)N1CCC(CC1)(O)CC(=O)OC(C)(C)C)F)=O